4'-bromo-2'-oxospiro[cyclopentane-1,3'-indoline]-6'-carboxylic acid BrC1=C2C3(C(NC2=CC(=C1)C(=O)O)=O)CCCC3